3'-(3-(2-(dimethylamino)ethyl)-3-(3-fluorobenzyl)ureido)-[1,1'-biphenyl]-4-carboxamide CN(CCN(C(NC=1C=C(C=CC1)C1=CC=C(C=C1)C(=O)N)=O)CC1=CC(=CC=C1)F)C